C1=CC=C2C3=C1C1=CC=CC=C1C=1C3=C(C=3C=CC=CC23)C=CC1 Dibenzo[fg,op]tetracene